oleamidopropyl-dimethylamine C(CCCCCCC\C=C/CCCCCCCC)(=O)NCCCN(C)C